N-(3-(1-((4-chlorophenyl)amino)-1-oxopropan-2-yl)bicyclo[1.1.1]pentan-1-yl)-3-cyanobenzamide ClC1=CC=C(C=C1)NC(C(C)C12CC(C1)(C2)NC(C2=CC(=CC=C2)C#N)=O)=O